CS(=O)C1=CC=C(C=C1)C1=CC2=NC=CC(=C2O1)C1=CC(=NC=C1)N1CC(C1)O 1-(4-(2-(4-(methylsulfinyl)phenyl)furo[3,2-b]pyridin-7-yl)pyridin-2-yl)azetidin-3-ol